C(C1=CC=CC=C1)OCCOCCOCCO 2-(2-(2-benzyloxyethoxy)ethoxy)ethanol